N1C=C(C2=CC=CC=C12)CC(NC(=O)C1=C(C=CC(=C1)Br)NC(=O)C1=CC2=CC=CC=C2C=C1)C(NCCNC(NCCCCCCNC([O-])=O)=NC1=CC=CC=C1)=O (3-((1H-indol-3-yl)methyl)-1-(2-(2-naphthamido)-5-bromophenyl)-1,4-dioxo-9-(phenylimino)-2,5,8,10-tetraazahexadecan-16-yl)carbamate